(6-(aminomethyl)pyridin-2-yl)-N,N-dimethylpiperidin-4-amine NCC1=CC=CC(=N1)N1CCC(CC1)N(C)C